methyl (S)-2-((2-(4-(1-ethoxyethenyl)-2,6-difluorophenyl)-7-methylimidazo[1,2-a]pyridin-3-yl)methyl)morpholine-4-carboxylate C(C)OC(=C)C1=CC(=C(C(=C1)F)C=1N=C2N(C=CC(=C2)C)C1C[C@H]1CN(CCO1)C(=O)OC)F